ClC1=CC(=C(C=C1)COC=1N=CC2=C(N1)CN(CC2)C(=O)OC(C)(C)C)F tert-butyl 2-[(4-chloro-2-fluorophenyl) methoxy]-5H,6H,8H-pyrido[3,4-d]pyrimidine-7-carboxylate